O[C@H]1C[C@@H](CCC1)N1C(C2(C3=C1N=C(N=C3)NC=3C(=NNC3)C=3C=NN1C3CCCC1)CC2)=O 7'-((1R,3R)-3-hydroxycyclohexyl)-2'-((3-(4,5,6,7-tetrahydropyrazolo[1,5-a]pyridin-3-yl)-1H-pyrazol-4-yl)amino)spiro[cyclopropane-1,5'-pyrrolo[2,3-d]pyrimidin]-6'(7'H)-one